2-Fluoro-N-(tricyclo[3.3.1.13,7]dec-1-yl)benzenesulfonamide FC1=C(C=CC=C1)S(=O)(=O)NC12CC3CC(CC(C1)C3)C2